[N+](=[N-])=CC([C@@H](C)NC(OC(C)(C)C)=O)=O tert-butyl (R)-(4-diazo-3-oxobutan-2-yl)carbamate